BrC(C(=O)Br)C alpha-bromopropionyl bromide